(R,E)-N-((4-bromo-6-chloropyridin-2-yl)methylene)-2-methylpropane-2-sulfinamide BrC1=CC(=NC(=C1)Cl)\C=N\[S@](=O)C(C)(C)C